N-((1R)-1-(4-Cyclopropyl-2,5-dioxoimidazolidin-4-yl)ethyl)-2-phenyl-2H-1,2,3-triazole-4-carboxamide C1(CC1)C1(NC(NC1=O)=O)[C@@H](C)NC(=O)C1=NN(N=C1)C1=CC=CC=C1